ClS(=O)(=O)C1=C(C(=O)OC)C=CC(=C1C(F)(F)F)F methyl 2-(chlorosulfonyl)-4-fluoro-3-trifluoromethylbenzoate